1-[5-(4-fluorophenyl)-6-(2-methoxy-1,1-dimethyl-ethyl)pyrrolo[2,3-f]indazol-1-yl]-2,2-dimethyl-propan-1-one FC1=CC=C(C=C1)N1C(=CC2=C1C=C1C=NN(C1=C2)C(C(C)(C)C)=O)C(COC)(C)C